N[C@H](C(=O)NCCNC(OC(C)(C)C)=O)CC1=CC=CC=C1 tert-butyl (S)-(2-(2-amino-3-phenylpropanamido)ethyl)carbamate